FC(C1=CC2=CC=CC=C2C=C1)(F)P(O)(O)=O [1,1-difluoro-1-(2-naphthalenyl)-methyl]phosphonic acid